N'-(3-ethyl-2-oxo-piperidine-3-carbonyl)-2-[4-(pentafluoro-lambda6-sulfanyl)anilino]pyridine-3-carbohydrazide C(C)C1(C(NCCC1)=O)C(=O)NNC(=O)C=1C(=NC=CC1)NC1=CC=C(C=C1)S(F)(F)(F)(F)F